(R)-7-Chloro-1-methyl-4-(1-(5-((2-methylmorpholino)methyl)pyrimidin-2-yl)piperidin-4-yl)-1,4-dihydropyrido[2,3-b]pyrazine-2,3-dione ClC1=CC2=C(N(C(C(N2C)=O)=O)C2CCN(CC2)C2=NC=C(C=N2)CN2C[C@H](OCC2)C)N=C1